allyl 5-((chloro(2-oxopyrrolidin-1-yl)phosphoryl)methyl)benzo[b]thiophene-2-carboxylate ClP(=O)(N1C(CCC1)=O)CC1=CC2=C(SC(=C2)C(=O)OCC=C)C=C1